C(C1=CC=CC=C1)N(CCN=C(N)N)C=1SC(=C(N1)C1=CC(=C(C=C1)Cl)Cl)CC(C)C 2-(2-(benzyl(4-(3,4-dichlorophenyl)-5-isobutylthiazol-2-yl)amino)ethyl)guanidine